C[Si](OC)(C)CN1CNCC1 N-(dimethylmethoxysilylmethyl)imidazolidine